COC1=CC(=CC2=C1NC=N2)C(=O)[O-] 7-methoxy-1H-benzo[d]imidazole-5-carboxylate